2-[4-[3-[1-(5-chloropyrimidin-2-yl)-4-piperidyl]propoxy]-2-fluoro-phenyl]-1-[3-[[[rac-(1R,2S,3R,4S)-2,3,4-trihydroxycyclopentyl]amino]methyl]azetidin-1-yl]ethanone ClC=1C=NC(=NC1)N1CCC(CC1)CCCOC1=CC(=C(C=C1)CC(=O)N1CC(C1)CN[C@H]1[C@@H]([C@@H]([C@H](C1)O)O)O)F |r|